N-hydroxy-4-((7-methoxy-2,4-dioxo-3-phenethyl-3,4-dihydroquinazolin-1(2H)-yl)methyl)benzamide ONC(C1=CC=C(C=C1)CN1C(N(C(C2=CC=C(C=C12)OC)=O)CCC1=CC=CC=C1)=O)=O